TriMethylSilyl trifluoromethanesulfonate FC(S(=O)(=O)O[Si](C)(C)C)(F)F